2,2-Dimethyl-6-(trifluoromethyl)morpholine hydrochloride Cl.CC1(CNCC(O1)C(F)(F)F)C